OC=1C(=C(C=C)C(=C(C1I)O)I)I 3,5-dihydroxy-2,4,6-triiodostyrene